ethyl 7-fluoro-2-methyl-5-((2-(trifluoromethyl)pyridin-3-yl)methoxy)benzofuran-3-carboxylate FC1=CC(=CC=2C(=C(OC21)C)C(=O)OCC)OCC=2C(=NC=CC2)C(F)(F)F